C(CCCCC)OC(C(=O)OC)C Methyl 2-hexyloxypropanoate